N-[5-(IMIDAZO[1,2-A]PYRIMIDIN-2-YL)PHENYL]-BENZAMID N=1C(=CN2C1N=CC=C2)C=2C=CC=C(C2)NC(C2=CC=CC=C2)=O